(1aRS,7bSR)-5-[2-((Z)-4-diethylaminobutyl)-4-fluorophenylsulfonylamino]-1,1a,2,7b-tetrahydrocyclopropa[c]benzopyran-4-carboxylic acid C(C)N(CCCCC1=C(C=CC(=C1)F)S(=O)(=O)NC1=C(C2=C([C@@H]3[C@H](CO2)C3)C=C1)C(=O)O)CC |r|